2-(6-methoxypyridin-3-yl)-N-methyl-1-(2-oxo-1,2,3,4-tetrahydroquinolin-6-yl)-1H-benzo[d]imidazole-5-carboxamide COC1=CC=C(C=N1)C1=NC2=C(N1C=1C=C3CCC(NC3=CC1)=O)C=CC(=C2)C(=O)NC